FC1=C(O[C@@H]2[C@@H]([C@@]3([C@@H](CN(C3)C[C@@H](C=3C=C4C(=CN3)N(C=C4)S(=O)(=O)CC4=CC=CC=C4)O)C2)O)O)C=CC=C1 (3aS,4S,5S,6aR)-5-(2-fluorophenoxy)-2-((S)-2-hydroxy-2-(1-toluenesulfonyl-1H-pyrrolo[2,3-c]pyridin-5-yl)ethyl)hexahydrocyclopenta[c]pyrrole-3a,4(1H)-diol